N1C=CC2=CC(=CC=C12)C(C(=O)OC)C(C)=O methyl 2-(1H-indol-5-yl)-3-oxo-butanoate